2-(6-METHYL-2-OXO-3,4-DIHYDROQUINOLIN-1(2H)-YL)-N-(5-(PYRIDIN-2-YL)-4H-1,2,4-TRIAZOL-3-YL)ACETAMIDE CC=1C=C2CCC(N(C2=CC1)CC(=O)NC1=NN=C(N1)C1=NC=CC=C1)=O